ClC1=C(C=C(C(=C1)Cl)OC1=NC=CC=N1)NC(=O)N[C@@H](C)C=1N(N=CN1)C1=NC=CC=N1 1-(2,4-dichloro-5-pyrimidin-2-yloxy-phenyl)-3-[(1S)-1-(2-pyrimidin-2-yl-1,2,4-triazol-3-yl)ethyl]urea